C1(CCC(N1C1(S(=O)(=O)CCC1)N1C(CCC1=O)=O)=O)=O succinimidyl-(succinimidyl)sulfolane